C(C)(C)(C)OC([C@@H](NC(=O)OCC1=CC=CC=C1)CCCCN)=O benzyloxycarbonyl-lysine tert-butyl ester